CC1(CN(C1)C1=CC=C(C(=N1)C)N)C 6-(3,3-dimethyl-azetidin-1-yl)-2-methylpyridin-3-amine